NC=1C(=NC(=NC1C1=C2C=NN(C2=CC=C1C([2H])([2H])[2H])C1OCCCC1)C=1C(=NC(=CC1)C1CC1)N)C(=O)OCC ethyl 5-amino-2-(2-amino-6-cyclopropyl-3-pyridyl)-6-[1-tetrahydropyran-2-yl-5-(trideuteriomethyl)indazol-4-yl]pyrimidine-4-carboxylate